C1(=CC=CC=C1)[C@H]1N(C=CCC1C1=CC=C2C=CNC2=C1)C(=O)OC1[C@@H]2CC[C@@H]([C@H]2C(CC1)C)[C@H](C)CCCCC(C)(C)O (1R,3aR,7aR)-1-((R)-7-hydroxy-7-methyloctan-2-yl)-7-methyl-octahydro-1H-indene-4-ol Phenyl-(S)-3-(1H-indol-6-yl)-3,4-dihydropyridine-1(2H)-carboxylate